ONC(/C=C/C1=C(C=CC=C1)NC(=O)C=1N(C=CN1)C1=C(C=CC=C1)C(F)(F)F)=O (E)-N-(2-(3-(hydroxyamino)-3-oxoprop-1-en-1-yl)phenyl)-1-(2-(trifluoromethyl)phenyl)-1H-imidazole-2-carboxamide